NC=1C(=NC=2C=C3C(=CC2C1)N=CN3C)C(=O)OCC ethyl 7-amino-3-methyl-3H-imidazo[4,5-g]quinoline-6-carboxylate